6-(trifluoromethyl)-1H-pyrrolo[3,2-B]pyridine FC(C=1C=C2C(=NC1)C=CN2)(F)F